N-(3-(1,1-difluoroethyl)phenyl)-1-(4-(difluoromethoxy)-3-(pyridin-4-yl)phenyl)-3-methyl-5-oxo-4,5-dihydro-1H-pyrazole-4-carboxamide FC(C)(F)C=1C=C(C=CC1)NC(=O)C1C(=NN(C1=O)C1=CC(=C(C=C1)OC(F)F)C1=CC=NC=C1)C